ClC=1C=CC(=NC1)NC([C@H](C)N1CC(CCC1)C1=C(C=NN1)C)=O (2S)-N-(5-chloropyridin-2-yl)-2-(3-(4-methyl-1H-pyrazol-5-yl)piperidin-1-yl)propanamide